1-(4-methylpyridin-2-yl)-1H-benzo[d]imidazole CC1=CC(=NC=C1)N1C=NC2=C1C=CC=C2